5-(3-((6-chloroquinolin-4-yl)amino)-5-methoxyphenyl)-1-methylpyridin-2(1H)-one ClC=1C=C2C(=CC=NC2=CC1)NC=1C=C(C=C(C1)OC)C=1C=CC(N(C1)C)=O